OC1=C(C=C(C=C1)C)N1N=C2C(=N1)C=CC=C2 2-(2-hydroxy-5-methyl-phenyl)benzotriazole